N-(4-chlorophenyl)-6-ethoxy-3-nitropyridin-2-amine ClC1=CC=C(C=C1)NC1=NC(=CC=C1[N+](=O)[O-])OCC